FC1=CC=C(C=C1)N1C[C@@H]2CN([C@H]([C@@H]2C1)C)C(=O)OC(C)(C)C tert-butyl (3aS,4S,6aR)-2-(4-fluorophenyl)-4-methyl-1,3,3a,4,6,6a-hexahydropyrrolo[3,4-c]pyrrole-5-carboxylate